BrC=1C(=C(C(=O)NC=2C(=NC=C(C(=O)OC)C2)Cl)C=CC1)C methyl 5-(3-bromo-2-methylbenzamido)-6-chloronicotinate